C(C)C1=CC=2C(N(CC3(CC3)C2O1)CC(=O)O)=O 2-(2-ethyl-4-oxo-spiro[6H-furo[3,2-c]pyridine-7,1'-cyclopropane]-5-yl)acetic acid